3-(2,4-difluorophenyl)-3-hydroxy-4-(1H-1,2,4-triazol-1-yl)butanamide FC1=C(C=CC(=C1)F)C(CC(=O)N)(CN1N=CN=C1)O